COC=1C=C2C(=CC=NC2=CC1OC)OC1=C(C=C(N)C=C1)F 4-[(6,7-dimethoxy-4-quinolyl)oxy]-3-fluoro-aniline